N-(3-((4,5-Dihydro-1H-imidazol-2-yl)methoxy)-2-isobutylphenyl)-N-methylpropane-2-sulfonamide N1C(=NCC1)COC=1C(=C(C=CC1)N(S(=O)(=O)C(C)C)C)CC(C)C